1-(3-(9H-carbazol-9-yl)-2-hydroxypropyl)-3-methyltetrahydropyrimidin-2(1H)-one C1=CC=CC=2C3=CC=CC=C3N(C12)CC(CN1C(N(CCC1)C)=O)O